2-(4-(4-((4H-1,2,4-triazol-3-yl)methoxy)-3-fluoro-5-methoxyphenyl)-3-methyl-2-oxo-6-(trifluoromethyl)-2,3-dihydro-1H-benzo[d]imidazol-1-yl)-N-(3-(methoxymethyl)phenyl)acetamide N=1N=C(NC1)COC1=C(C=C(C=C1OC)C1=CC(=CC=2N(C(N(C21)C)=O)CC(=O)NC2=CC(=CC=C2)COC)C(F)(F)F)F